(S)-3-(2-((S)-3-amino-4-oxo-3,4-dihydrobenzo[b][1,4]oxazepin-5(2H)-yl) acetamido)-2-oxo-4-((S)-2-oxopyrrolidin-3-yl)butyl 2,6-dichlorobenzoate 2,2,2-trifluoroacetate FC(C(=O)O)(F)F.ClC1=C(C(=O)OCC([C@H](C[C@H]2C(NCC2)=O)NC(CN2C3=C(OC[C@@H](C2=O)N)C=CC=C3)=O)=O)C(=CC=C1)Cl